N-{[2-amino-5-(trifluoromethyl)quinolin-7-yl]methyl}-N-(2-methanesulfonylpyridin-3-yl)pyridine-3-carboxamide NC1=NC2=CC(=CC(=C2C=C1)C(F)(F)F)CN(C(=O)C=1C=NC=CC1)C=1C(=NC=CC1)S(=O)(=O)C